O1C2=C(OCC1C=1NC[C@H](N1)[2H])C(=C(C(=C2[2H])[2H])[2H])[2H] (4R)-2-(2,3-dihydrobenzo[b][1,4]dioxin-2-yl-5,6,7,8-d4)-4,5-dihydro-1H-imidazole-4-d